C(CCCCCCC)C(CCCCCO)O octylhexylene glycol